CC(=C)C(CCC)C 2,3-dimethylhexen